C1(CC1)S(=O)(=O)C[C@@H](C1=CC(=C(C=C1)OC)OCC)N1C(C=2C(C1=O)=CSC2NC(C(F)(F)F)=O)=O (R)-N-(5-(2-(cyclopropylsulfonyl)-1-(3-ethoxy-4-methoxyphenyl)ethyl)-4,6-dioxo-5,6-dihydro-4H-thieno[3,4-c]pyrrol-1-yl)-2,2,2-trifluoroacetamide